N[C@H](C(=O)NCCNC(CCCC(=O)NCCCC[C@H](N)C(=O)O)=O)CCN(C(CO)=O)[C@H](C(C)(C)C)C=1N(C=C(C1)C1=C(C=CC(=C1)F)F)CC1=CC=CC=C1 N6-(5-{[2-({(2S)-2-Amino-4-[{(1R)-1-[1-benzyl-4-(2,5-difluorophenyl)-1H-pyrrol-2-yl]-2,2-dimethylpropyl}(glycoloyl)amino]butanoyl}amino)ethyl]amino}-5-oxopentanoyl)-L-lysine